chalcone compound with hydrogen peroxide OO.C1(=CC=CC=C1)\C=C\C(=O)C1=CC=CC=C1